6-(8-(1-cyclopropylpiperidin-4-yl)-8-azabicyclo[3.2.1]octan-3-yl)-2-(3,4-dimethoxyphenyl)-5,6,7,8-tetrahydro-[1,2,4]triazolo[1,5-a]pyridine C1(CC1)N1CCC(CC1)N1C2CC(CC1CC2)C2CCC=1N(C2)N=C(N1)C1=CC(=C(C=C1)OC)OC